8-{6-[N-(2-methoxyethyl)[6-(trifluoromethyl)-3-pyridinyl]carbonylamino]-3-pyridinyl}-1-[3-(2-oxo-1-pyrrolidinyl)propyl]-3-propylxanthine COCCN(C1=CC=C(C=N1)C1=NC=2N(C(N(C(C2N1)=O)CCCN1C(CCC1)=O)=O)CCC)C(=O)C=1C=NC(=CC1)C(F)(F)F